6-bromo-10,10-dimethyl-10H-indeno[2,1-b]triphenylene BrC=1C=CC=2C3=CC=4C(C=C3C=3C=CC=CC3C2C1)=CC1=CC=CC(C14)(C)C